Chloro(2-dicyclohexylphosphino-1,1'-biphenyl) ClC=1C(=C(C=CC1)C1=CC=CC=C1)P(C1CCCCC1)C1CCCCC1